ClC=1C=C(C=CC1C)S(=O)(=O)NCC1=C2CN(C(C2=CS1)=O)C1C(NC(CC1)=O)=O 3-{2-[(3-chloro-4-methylphenylsulfonylamino)methyl]-6-oxo-3-thia-7-azabicyclo[3.3.0]octa-1,4-dien-7-yl}-2,6-piperidinedione